C(#N)CC(=O)N1C[C@@H](CCC1)NC1=C2C(=NC=C1C=1OC=C(N1)C(=O)NC)NC=C2 (R)-2-(4-((1-(2-cyanoacetyl)piperidin-3-yl)amino)-1H-pyrrolo[2,3-b]pyridin-5-yl)-N-methyloxazole-4-carboxamide